3-(4-(3-(1H-Pyrazol-4-yl)piperidin-1-yl)pyrimidin-2-yl)-6-bromoimidazo[1,2-a]pyrazine N1N=CC(=C1)C1CN(CCC1)C1=NC(=NC=C1)C1=CN=C2N1C=C(N=C2)Br